N-(4-fluorophenyl)-1-methyl-1H-pyrazole-4-carboxamide FC1=CC=C(C=C1)NC(=O)C=1C=NN(C1)C